ethylimino-[2-[3-ethylsulfonyl-5-[4-(trifluoromethyl)pyrimidin-2-yl]-2-pyridyl]-1,3-benzoxazol-5-yl]-oxo-(trifluoromethyl)-λ6-sulfane C(C)N=S(C(F)(F)F)(=O)C=1C=CC2=C(N=C(O2)C2=NC=C(C=C2S(=O)(=O)CC)C2=NC=CC(=N2)C(F)(F)F)C1